ethyl 4-(2-bromo-4-fluorophenyl)-6-((4-(ethoxycarbonyl) piperazin-1-yl) methyl)-2-(thiazol-2-yl)-1,4-dihydropyrimidine-5-carboxylate BrC1=C(C=CC(=C1)F)C1N=C(NC(=C1C(=O)OCC)CN1CCN(CC1)C(=O)OCC)C=1SC=CN1